2-(2-chlorostyryl)tetrahydrofuran ClC1=C(C=CC2OCCC2)C=CC=C1